CC1=NOC(=C1COC1=C(C=C(C=C2N=C(OC2=O)C2=C(C=CC=C2)OC)C=C1)OC)C 4-(4-((3,5-Dimethylisoxazol-4-yl)methoxy)-3-methoxybenzylidene)-2-(2-methoxyphenyl)oxazol-5(4H)-one